COC(OC)[SiH](OC)OC (Dimethoxymethyl)dimethoxysilane